N1-[5-(Acetyl-hydroxyamino)pentyl]-N26-(5-aminopentyl)N26,5,16-trihydroxy-4,12,15,23-tetraoxo-5,11,16,22-tetra-azahexacosanediamide C(C)(=O)N(CCCCCNC(CCC(N(CCCCCNC(CCC(N(CCCCCNC(CCC(=O)N(O)CCCCCN)=O)O)=O)=O)O)=O)=O)O